CC1=C(N=NN1)C1=CC=C(C=C1)C1=CC=C(C=C1)C=1N=NNC1C(=O)O 4-(4'-(5-methyl-1H-1,2,3-triazol-4-yl)-[1,1'-biphenyl]-4-yl)-1H-1,2,3-triazole-5-carboxylic acid